C(#N)C=1C(=CC(=NC1N1[C@H](CC1)C)N1C[C@@H](CC1)CCC(=O)O)C(F)(F)F 3-((R)-1-(5-cyano-6-((S)-2-methylazetidin-1-yl)-4-(trifluoromethyl)pyridin-2-yl)pyrrolidin-3-yl)propionic acid